FC=1C=NC(=NC1)C=1C=C(C=CC1)NNC(=O)N=N (3-(5-fluoropyrimidin-2-yl)phenyl)carbazone